[Cl-].[Cl-].C[N+]1=CC=C(C=C1)C1=CC=[N+](C=C1)C r-dimethyl-4,4'-bipyridinium dichloride